1,2,4-oxadiazole-2-carboxamide O1N(CN=C1)C(=O)N